C1=2C3OC3C=3C=CC=CC3C(C2C=CC=C1)=C1CCN(CC1)C(=O)C=1C2=C(C=NC1)C=CN2 [4-(3-oxatetracyclo[10.4.0.02,4.05,10]hexadeca-1(12),5(10),6,8,13,15-hexaen-11-ylidene)-1-piperidyl]-(1H-pyrrolo[3,2-c]pyridin-7-yl)methanone